F[C@H]1CC=2N(N=C(C2C2=CC(=NC=C2)N)C2=CC=C(C=C2)F)C1 (S)-4-(5-Fluoro-2-(4-fluorophenyl)-5,6-dihydro-4H-pyrrolo[1,2-b]pyrazol-3-yl)pyridin-2-amine